(E)-4-methoxy-N-phenyl-N'-((4-(trifluoromethyl)benzoyl)oxy)benzimidamide COC1=CC=C(/C(/NC2=CC=CC=C2)=N\OC(C2=CC=C(C=C2)C(F)(F)F)=O)C=C1